N[C@@H](C(C([2H])([2H])[2H])(C([2H])([2H])[2H])O)C1=CC=C(C=C1)OCC(CCC)C 2-((1R)-Amino(4-((2-methylpentyl)oxy)phenyl)methyl)propan-1,1,1,3,3,3-d6-2-ol